C(C1=CC=C(NCC2=CC=CC=C2)C=C1)C1=CC=C(NCC2=CC=CC=C2)C=C1 4,4'-methylenebis(N-benzylaniline)